5-(4-methylpentyloxycarbonyl)-bicyclo[2.2.1]Hept-2-ene CC(CCCOC(=O)C1C2C=CC(C1)C2)C